C(C)OCC=1N(C(=C(N1)C(=O)OC)C1=CC=CC=C1)CC(C)(C)O methyl 2-(ethoxymethyl)-1-(2-hydroxy-2-methylpropyl)-5-phenyl-1H-imidazole-4-carboxylate